2,3,4,5-tetrahydrobenzo(b)(1,4)oxazepine O1C2=C(NCCC1)C=CC=C2